NC(C#N)CC1=CC=CC=C1 2-amino-3-phenylpropanenitrile